CCCCCCCCCCCCCC(=O)NCC(=O)O The molecule is an N-acylglycine in which the acyl group is specified as myristoyl (tetradecanoyl). It has a role as a human urinary metabolite and a human blood serum metabolite. It is a N-acylglycine and a fatty amide. It derives from a tetradecanoic acid. It is a conjugate acid of a N-myristoylglycinate.